Methyl 2-((1RS,4RS,5SR)-5-((5-cyclopropyl-3-(2,6-dichlorophenyl)isoxazol-4-yl) methoxy)-2-azabicyclo[2.2.1]heptan-2-yl)-4-methylbenzo[d]thiazol-6-carboxylate C1(CC1)C1=C(C(=NO1)C1=C(C=CC=C1Cl)Cl)CO[C@@H]1[C@H]2CN([C@@H](C1)C2)C=2SC1=C(N2)C(=CC(=C1)C(=O)OC)C |r|